propylene glycol n-hexyl methyl ether COC(COCCCCCC)C